S1C=C(C=C1)C(=O)NC=1[Se]C(=CN1)C(=O)NC1=C(C=CC=C1C)Cl 2-(Thiophene-3-carboxamido)-N-(2-chloro-6-methylphenyl)-1,3-selenazole-5-carboxamide